4-bromo-N-((4-(5-(1,1-difluoroethyl)pyridin-2-yl)bicyclo[2.2.2]octan-1-yl)methyl)pyridin-2-amine BrC1=CC(=NC=C1)NCC12CCC(CC1)(CC2)C2=NC=C(C=C2)C(C)(F)F